FCCN1C[C@@H]([C@H](CC1)NC(=O)C1=CC(=CC=2N(C=NC21)CC(F)(F)F)C#CCNC=2C(OC)=CC=C(C2)S(=O)(=O)C)C N-[(3S,4S)-1-(2-fluoroethyl)-3-methyl-4-piperidyl]-6-[3-(4-mesyl-2-anisidino)-1-propynyl]-1-(2,2,2-trifluoroethyl)-1H-1,3-benzimidazole-4-carboxamide